FC1=C(C(=C2C=CN(C2=C1F)S(=O)(=O)C1=CC=C(C=C1)C)C=O)OC=1C=CC(=C(C#N)C1)F 5-[6,7-difluoro-4-formyl-1-(p-tolylsulfonyl)indol-5-yl]oxy-2-fluoro-benzonitrile